SC=1C=CC=C2COC(C12)=O 7-mercapto-isobenzofuran-1(3H)-one